1-(2-(3-cyclopropylmethoxy-4-methoxyphenyl)-2-cyano-2-(trimethylsilyloxy)ethyl)-2,6-dimethylpyridine-4(1H)-one C1(CC1)COC=1C=C(C=CC1OC)C(CN1C(=CC(C=C1C)=O)C)(O[Si](C)(C)C)C#N